1'-(4-nitrophenethyl)spiro[benzo[d][1,3]oxazine-4,4'-piperidin]-2(1H)-one [N+](=O)([O-])C1=CC=C(CCN2CCC3(CC2)C2=C(NC(O3)=O)C=CC=C2)C=C1